FC1(CN([C@@H]([C@@H](O1)C)CNC1=NC=CC(=N1)C(F)(F)F)C(=O)OC(C)(C)C)F tert-Butyl (5R,6S)-2,2-difluoro-6-methyl-5-(((4-(trifluoromethyl)pyrimidin-2-yl)amino)methyl)morpholine-4-carboxylate